3-tosyl-3,8,9,10-tetrahydrocyclohepta[e]indol-6-yl trifluoromethanesulfonate FC(S(=O)(=O)OC1=CCCCC=2C=3C=CN(C3C=CC21)S(=O)(=O)C2=CC=C(C)C=C2)(F)F